ClC1=C(C=CC(=C1)Cl)CN1C(CCC1=O)CC(=O)NC(CC)CC 2-[1-[(2,4-dichlorophenyl)methyl]-5-oxopyrrolidin-2-yl]-N-pentan-3-ylacetamid